C([C@@H](O)CC(=O)OCC)(=O)OCC (S)-diethyl malate